4-(4-amino-5-((triisopropylsilyl)ethynyl)-7H-pyrrolo[2,3-d]pyrimidin-7-yl)piperidine-1-carboxylic acid tert-butyl ester C(C)(C)(C)OC(=O)N1CCC(CC1)N1C=C(C2=C1N=CN=C2N)C#C[Si](C(C)C)(C(C)C)C(C)C